pyridin-2-yl 4-methylpiperazine-1-carboxylate CN1CCN(CC1)C(=O)OC1=NC=CC=C1